2-[(2-hydroxyethyl) amino]-1-methyl-2-oxoethyl trithiocarbonate C(SC(C(=O)NCCO)C)([S-])=S